3,4-diaminocyclohexanecarboxylic acid NC1CC(CCC1N)C(=O)O